O[C@H](C=O)[C@@H]([C@@H]([C@H](CO)O)O)O (2S,3R,4R,5S)-2,3,4,5,6-pentahydroxyhexanal